Cl.NC(CNC(OC(C)(C)C)=O)=N tert-butyl N-(2-amino-2-imino-ethyl)carbamate hydrochloride